C(C)(C)(C)OC(=O)N1CC=2C(N(C=3N=CC=CC3C2CC1)CC1CC1)=O 6-cyclopropylmethyl-5-oxo-1,4,5,6-tetrahydropyrido[3,4-C][1,8]naphthyridine-3(2H)-carboxylic acid tert-butyl ester